N(=[N+]=[N-])C1=CC(=C(C=C1)C1=CC=C(C=C1)N=[N+]=[N-])C 4,4'-diazido-methyl-biphenyl